methyl furanoate O1C(=CC=C1)C(=O)OC